(N-[4-amino-5-[4-[2-[(3-methoxyphenyl)methylamino]-2-oxo-ethoxy]benzoyl]thiazol-2-yl]-4-fluoro-anilino)propanamide NC=1N=C(SC1C(C1=CC=C(C=C1)OCC(=O)NCC1=CC(=CC=C1)OC)=O)N(C1=CC=C(C=C1)F)C(C(=O)N)C